CC1=NC2=CC=C(C=C2C(N1)=O)S(=O)(=O)Cl methyl-4-oxo-3,4-dihydroquinazoline-6-sulfonyl chloride